2-chloro-1,4,5,6-tetrahydropyrimidine ClC=1NCCCN1